N-ethyl-6-methyl-5-piperazin-1-yl-pyridine-2-carboxamide C(C)NC(=O)C1=NC(=C(C=C1)N1CCNCC1)C